F[C@]1([C@H]([C@H]([C@@H](O1)N1C(=O)NC(=O)C=C1)O)O)CI 5'-deoxy-4'-fluoro-5'-iodouridine